O6-[2-(hydroxymethyl)-3-[6-[(Z)-oct-3-enoxy]-6-oxo-hexanoyl]oxy-2-[[6-[(Z)-oct-3-enoxy]-6-oxohexanoyl]oxymethyl]propyl] O1-[(Z)-oct-3-enyl] hexanedioate C(CCCCC(=O)OCC(COC(CCCCC(=O)OCC\C=C/CCCC)=O)(COC(CCCCC(=O)OCC\C=C/CCCC)=O)CO)(=O)OCC\C=C/CCCC